C(N)(=O)C1=C(C(=CC=2OC(OC21)(F)F)C)NC(=O)C=2N(N=C(C2)C(F)(F)F)C2=NC=CC=C2Cl N-(4-carbamoyl-2,2-difluoro-6-methyl-1,3-benzodioxol-5-yl)-2-(3-chloro-2-pyridyl)-5-(trifluoromethyl)pyrazole-3-carboxamide